pyrrole-3,4-diol N1C=C(C(=C1)O)O